N1N=CC2=C(C=CC=C12)CNC(=O)C=1SC(=CC1)C(F)(F)F N-(1H-indazol-4-ylmethyl)-5-(trifluoromethyl)-thiophene-2-carboxamide